tert-butyl N-[(3S,4S)-1-[2-(6-chloro-3-pyridyl)ethyl]-4-methoxy-pyrrolidin-3-yl]carbamate ClC1=CC=C(C=N1)CCN1C[C@@H]([C@H](C1)OC)NC(OC(C)(C)C)=O